8-[1-methyl-3-(trifluoromethyl)-1H-pyrazol-4-yl]quinazolin-4-amine CN1N=C(C(=C1)C=1C=CC=C2C(=NC=NC12)N)C(F)(F)F